C(=C)N[SiH3] Vinylaminosilane